CC1=C(C(=O)OC(C)(C)C)C(=CC=C1)B1OC(C(O1)(C)C)(C)C tertbutyl 2-methyl-6-(4,4,5,5-tetramethyl-1,3,2-dioxaborolan-2-yl)benzoate